C1(CC1)C1=NOC(=C1)NC(N(C1CC2(CN(C2)C(=O)C2=C3N(N=C2)C=CN3C)C1)C)=O 3-(3-cyclopropylisoxazol-5-yl)-1-methyl-1-(2-(1-methyl-1H-imidazo[1,2-b]pyrazole-7-carbonyl)-2-azaspiro[3.3]heptan-6-yl)urea